trans-beta-Ionone CC1=C(C(CCC1)(C)C)/C=C/C(=O)C